5-formyl-benzoate C(=O)C=1C=CC=C(C(=O)[O-])C1